2-([1,4]Dioxan-2-ylmethoxy)-9-pyridin-4-yl-6,7-dihydro-pyrimido[6,1-a]isoquinolin-4-one O1C(COCC1)COC1=NC(N2C(C3=CC=C(C=C3CC2)C2=CC=NC=C2)=C1)=O